[N+](=O)([O-])C1=C(C=CC=C1)C(\C=C\CCCC)=O (E)-1-(2-nitrophenyl)-2-hepten-1-one